ClC1=C(C=C(C=C1)OC)C=1CCC(N(C1C1=C(C=CC=C1F)F)CC(F)F)=O 5-(2-chloro-5-methoxyphenyl)-1-(2,2-difluoroethyl)-6-(2,6-difluorophenyl)-3,4-dihydropyridin-2(1H)-one